(Z)-N-[2-chloro-3-(dimethylamino)allyl]-N-methyl-methylammonium hexafluorophosphate F[P-](F)(F)(F)(F)F.Cl\C(\C[NH+](C)C)=C/N(C)C